1'-((2-(4-(1H-pyrazol-1-yl)phenyl)-5-methyloxazol-4-yl)methyl)-3H-spiro[isobenzofuran-1,4'-piperidine] N1(N=CC=C1)C1=CC=C(C=C1)C=1OC(=C(N1)CN1CCC2(CC1)OCC1=CC=CC=C12)C